(3S,4S)-4-((S)-5H-imidazo[5,1-a]isoindol-5-yl)-2,2-dimethyltetrahydrofuran-3-ol C=1N=CN2C1C1=CC=CC=C1[C@@H]2[C@@H]2[C@@H](C(OC2)(C)C)O